FC(C(=O)O)(F)F.CC1(CN(C1)C(CN1N=CC2=NC=C(C=C21)C2=CC(=CC=C2)C(F)(F)F)=O)C 1-(3,3-Dimethylazetidin-1-yl)-2-[6-[3-(trifluoromethyl)phenyl]pyrazolo[4,3-b]pyridin-1-yl]ethanone trifluoroacetate salt